N-(4-(7-(4-(4-(benzo[b]thiophen-4-yl)piperazin-1-yl)butoxy)-2-oxoquinolin-1(2H)-yl)-4-oxobutyl)acetamide S1C2=C(C=C1)C(=CC=C2)N2CCN(CC2)CCCCOC2=CC=C1C=CC(N(C1=C2)C(CCCNC(C)=O)=O)=O